(4-(5-methyl-7H-pyrrolo[2,3-d]pyrimidin-4-yl)-3,4-dihydro-2H-1,4-thiazin-6-yl)(1,7-diazaspiro[4.5]decan-7-yl)methanone hydrochloride Cl.CC1=CNC=2N=CN=C(C21)N2CCSC(=C2)C(=O)N2CC1(CCCN1)CCC2